Tert-Butyl (S)-3-((7-((tert-butoxycarbonyl)(3-chlorophenyl)amino)-3-cyclopropylpyrazolo[1,5-a]pyrimidin-5-yl)amino)piperidine-1-carboxylate C(C)(C)(C)OC(=O)N(C1=CC(=NC=2N1N=CC2C2CC2)N[C@@H]2CN(CCC2)C(=O)OC(C)(C)C)C2=CC(=CC=C2)Cl